Dibenzyl (((3S,3aR,6S,6aR)-hexahydrofuro[3,2-b]furan-3,6-diyl)bis(methylene))dicarbamate O1[C@H]2[C@@H]([C@H](C1)CNC(OCC1=CC=CC=C1)=O)OC[C@@H]2CNC(OCC2=CC=CC=C2)=O